BrC=1C=C2C(=CNC2=CC1)NC(=O)C=1N=CN(C1)C1=CC=C(C=C1)C(F)(F)F N-(5-bromo-1H-indol-3-yl)-1-(4-(trifluoromethyl)phenyl)-1H-imidazole-4-carboxamide